4-({6-(3,8-diazabicyclo[3.2.1]octan-3-yl)-7-methyl-2-[(tetrahydro-1H-pyrrolizin-7a(5H)-yl)methoxy]-7H-purin-8-yl}oxy)naphthalen-2-ol C12CN(CC(CC1)N2)C2=C1N(C(=NC1=NC(=N2)OCC21CCCN1CCC2)OC2=CC(=CC1=CC=CC=C21)O)C